O[C@@H](C(=O)NC=1C=C(C(=O)OC)C=C(N1)OC)C (R)-methyl 2-(2-hydroxypropionamido)-6-methoxyisonicotinate